N-(3-fluoro-4-((3-fluoro-6,7-dimethoxy-1,5-naphthyridin-4-yl)oxy)phenyl)-6'-methoxy-4'-methyl-2-oxo-6-(trifluoromethyl)-2H-[1,3'-bipyridine]-3-carboxamide FC=1C=C(C=CC1OC1=C(C=NC2=CC(=C(N=C12)OC)OC)F)NC(=O)C=1C(N(C(=CC1)C(F)(F)F)C=1C=NC(=CC1C)OC)=O